4-(bromomethyl)-1-chloro-2-methoxybenzene BrCC1=CC(=C(C=C1)Cl)OC